ethyl 1-[2-(2-chlorophenyl)-4-ethyl-phenyl]sulfonyl-4-fluoro-piperidine-4-carboxylate ClC1=C(C=CC=C1)C1=C(C=CC(=C1)CC)S(=O)(=O)N1CCC(CC1)(C(=O)OCC)F